N-(3-((5-(4-chloro-3-fluorophenyl)-2-((1-methyl-1H-pyrazol-4-yl)amino)pyrimidin-4-yl)amino)phenyl)acrylamide ClC1=C(C=C(C=C1)C=1C(=NC(=NC1)NC=1C=NN(C1)C)NC=1C=C(C=CC1)NC(C=C)=O)F